FC1=C(C=C(C=C1)NC(=O)C=1N(C=C2C1OCC1(C(NS2(=O)=O)CN(C1)C(=O)C1(COC1)C)C)C)C N-(4-Fluoro-3-methylphenyl)-7,10a-dimethyl-2-(3-methyloxetan-3-carbonyl)-2,3,3a,4,10,10a-hexahydro-1H,7H-dipyrrolo[3,4-b:3',4'-f][1,4,5]oxathiazocin-8-carboxamid-5,5-dioxid